(1R,5S,7s)-9-(5-chloro-4-(methylsulfonyl)pyrimidin-2-yl)-3-oxa-9-azabicyclo[3.3.1]nonan-7-ol ClC=1C(=NC(=NC1)N1[C@H]2COC[C@@H]1CC(C2)O)S(=O)(=O)C